bicyclo[2.2.1]Hept-5-en-2-methanol C12C(CC(C=C1)C2)CO